1-methyl-4-(1-(5-nitropyridin-2-yl)piperidin-4-yl)piperazine CN1CCN(CC1)C1CCN(CC1)C1=NC=C(C=C1)[N+](=O)[O-]